CC1=C(C(=CC=C1)OCCCC=C)C1=CC(=CC=C1)[C@H](CC(=O)OC)NC([C@@H](CC=C)OS(=O)(=O)C)=O Methyl (S)-3-(2'-methyl-6'-(pent-4-en-1-yloxy)-[1,1'-biphenyl]-3-yl)-3-((R)-2-((methylsulfonyl)oxy)pent-4-enamido)propanoate